2-Hexyldecyl 8-(10-((2-butyloctyl)oxy)-N-(3-(dimethylamino)propyl)-10-oxodecanamido)-octadecenoate C(CCC)C(COC(CCCCCCCCC(=O)N(CCCN(C)C)C(CCCCC=CC(=O)OCC(CCCCCCCC)CCCCCC)CCCCCCCCCC)=O)CCCCCC